FC1=CC=C(C=C1)C1(CN(C1)S(=O)(=O)N)CNC1=CC(=NC2=CC=C(C=C12)C)C(F)(F)F 3-(4-Fluorophenyl)-3-(((6-methyl-2-(trifluoromethyl)quinolin-4-yl)amino)methyl)azetidine-1-sulfonamide